C(C)(C)N1CCN(CC1)C1=CC(=C(C=C1)NC1=NC=C(C(=N1)NCCCN1C(CCCC1)=O)C(F)(F)F)C 1-(3-((2-((4-(4-isopropylpiperazin-1-yl)-2-methylphenyl)amino)-5-(trifluoromethyl)pyrimidin-4-yl)amino)propyl)piperidin-2-one